N1CC(C1)NC=1C(=C(C=CC1)SC=1N=CC(=NC1)N1CCC2([C@@H]([C@@H](OC2)C)NC(OC(C)(C)C)=O)CC1)Cl tert-butyl ((3S,4S)-8-(5-((3-(azetidin-3-ylamino)-2-chlorophenyl)thio)pyrazin-2-yl)-3-methyl-2-oxa-8-azaspiro[4.5]decan-4-yl)carbamate